C(C)(C)(C)OC(=O)N1C(COCC1)C1=C(C2=C(NC(=N2)[C@H](C2CCC(CC2)C)NC(C)=O)C=C1)F 3-{2-[(S)-acetamido(4-methylcyclohexyl)methyl]-4-fluoro-1H-benzimidazol-5-yl}morpholine-4-carboxylic acid tert-butyl ester